ClC=1C=CC(=NC1)N1C(CC(C1)C1=NC(=NO1)C1=CC=C(C=C1)OC(F)F)=O 1-(5-chloropyridin-2-yl)-4-[3-{4-(difluoromethoxy)phenyl}-1,2,4-oxadiazol-5-yl]pyrrolidin-2-one